C(C)N(C)C N-ethyl-N,N-dimethylamine